[Cl-].[Cl-].C1(=CC=CC=C1)C(CC)(CC)C1(C=CC=C1)[Zr+2]C1(C=CC=C1)C(CC)(CC)C1=CC=CC=C1 bis((3-phenylpentan-3-yl)cyclopentadienyl)zirconium dichloride